COC1=C(C=C2C3C(COC2=C1)(CC1=CC(=C(C=C13)OC)OC)O)C1=CC=CC=C1 3,9,10-trimethoxy-2-phenyl-7,11b-dihydro-6H-indeno[2,1-c]chromen-6a-ol